(1R,2S,5S)-3-((S)-2-acetamido-3,3-dimethylbutyryl)-N-(cyano(5-methylpyridin-3-yl)methyl)-6,6-dimethyl-3-azabicyclo[3.1.0]hexane-2-carboxamide C(C)(=O)N[C@H](C(=O)N1[C@@H]([C@H]2C([C@H]2C1)(C)C)C(=O)NC(C=1C=NC=C(C1)C)C#N)C(C)(C)C